5-(3-fluorophenyl)-N-[(2R,3R)-3-hydroxybutan-2-yl]-6-[4-(trifluoromethyl)phenoxy]pyridine-3-carboxamide FC=1C=C(C=CC1)C=1C=C(C=NC1OC1=CC=C(C=C1)C(F)(F)F)C(=O)N[C@H](C)[C@@H](C)O